t-butyl acrylate (t-butylacrylate) C(C)(C)(C)C(C(=O)O)=C.C(C=C)(=O)OC(C)(C)C